C(C)(C)(C)N(C(=O)OC(C)(C#CC1=NN2C(N(CCC2)C2=NC(=NC=C2)NC2=CC=C(C=C2)Cl)=C1)C=1SC=CN1)C(C(O)C#N)CC 4-(4-(2-((4-Chlorophenyl)amino)pyrimidin-4-yl)-4,5,6,7-tetrahydropyrazolo[1,5-a]pyrimidin-2-yl)-2-(thiazol-2-yl)but-3-yn-2-ol Tert-butyl-(1-cyano-1-hydroxybutan-2-yl)carbamate